C[C@@]12[C@H]([C@@H]([C@@H]([C@H]1[C@@H]1CCC=3C=C(C=CC3[C@H]1CC2)O)O)O)O estra-1,3,5(10)-trien-3,15α,16α,17β-tetraol